FC1OCC(C1(F)F)(F)F 2,3,3,4,4-pentafluorofuran